(3S,4S) or (3R,4R)-4-(4-{6-chloro-2-[(1-cyclopropyl-3-methyl-1H-pyrazol-5-yl)amino]quinazolin-7-yl}piperidin-1-yl)oxolan-3-ol ClC=1C=C2C=NC(=NC2=CC1C1CCN(CC1)[C@@H]1[C@@H](COC1)O)NC1=CC(=NN1C1CC1)C |o1:17,18|